1-diethylamino-3-butanone C(C)N(CCC(C)=O)CC